C1CC12CCN(CC2)C2=C(C1=CC=CC=C1C(=C2)NS(=O)(=O)C(CO)C)C(=O)N 2-{6-azaspiro[2.5]octane-6-yl}-4-(1-hydroxypropane-2-sulfonyl-Amino)naphthalene-1-carboxamide